2,2,2-trifluoro-1-(piperidin-4-yl)ethane-1,1-diol hydrochloride Cl.FC(C(O)(O)C1CCNCC1)(F)F